(2S,4S)-2-(((tert-butyl-dimethylsilyl)oxy)methyl)-4-fluoro-pyrrolidine [Si](C)(C)(C(C)(C)C)OC[C@H]1NC[C@H](C1)F